O=C1N(C2=C(N1)C=CC=C2C#N)C2CCN(CC2)C(CC2=CC=C(C=C2)C(F)(F)F)=O 2-oxo-3-[1-[2-[4-(trifluoromethyl)phenyl]acetyl]-4-piperidinyl]-1H-benzimidazole-4-carbonitrile